O1CC(C1)N1CC(C1)N(C([O-])=O)C=1N=CC2=C(C(=C(C=C2C1)C1=C(C2=C(OCCN2)N=C1)C)F)N 1-(Oxetan-3-yl)azetidin-3-yl(8-amino-7-fluoro-6-(8-methyl-2,3-dihydro-1H-pyrido[2,3-b][1,4]oxazin-7-yl)isoquinolin-3-yl)carbamate